4-(ethylamino)-2-((2-methoxy-4-(morpholinosulfonyl)phenyl)amino)-7H-pyrrolo[2,3-d]pyrimidine-5-carbonitrile C(C)NC=1C2=C(N=C(N1)NC1=C(C=C(C=C1)S(=O)(=O)N1CCOCC1)OC)NC=C2C#N